NC=1C=NC(=NC1)C(=O)NC[C@H]1NC([C@H](SCC1)C1=CC=C(C=C1)OC1=CC=CC=C1)=O 5-amino-N-[[(2R,5S)-3-oxo-2-(4-phenoxyphenyl)-1,4-thiazepan-5-yl]methyl]pyrimidine-2-carboxamide